C(C)(C)OC1=CC=C(C=C1)C1=NC2=C(N1)C=CC=C2 2-(4-Isopropoxyphenyl)-1H-benzo[d]imidazole